quinoxalin-7-amine N1=CC=NC2=CC=C(C=C12)N